BrC=1C=C(C=CC1)NC1=NC=NC2=CC(=C(C=C12)NC(C=CCCN1CCCCC1)=O)OC 5-Piperidin-1-yl-pent-2-enoic acid [4-(3-bromo-phenylamino)-7-methoxy-quinazolin-6-yl]-amide